ClC=1N(C=CC1C=O)CC 2-Chloro-1-ethyl-1H-pyrrole-3-carbaldehyde